N-benzyloxycarbonyl-N'-fluorenylmethoxycarbonyl-D-lysine C(C1=CC=CC=C1)OC(=O)N[C@H](CCCCNC(=O)OCC1=CC=CC=2C3=CC=CC=C3CC12)C(=O)O